C(CC)N1C(C2=C(C=CC=C2C(=N1)CCCC)OC)=O 2-propyl-4-butyl-8-methoxy-phthalazin-1(2H)-one